[6-(3-cyclopropyl-1H-1,2,4-triazol-5-yl)-2-azaspiro[3.3]heptan-2-yl]-[3-[3-[3-(trifluoromethoxy)phenyl]-1-bicyclo[1.1.1]pentanyl]azetidin-1-yl]methanone C1(CC1)C1=NNC(=N1)C1CC2(CN(C2)C(=O)N2CC(C2)C23CC(C2)(C3)C3=CC(=CC=C3)OC(F)(F)F)C1